FC1=C2CN(C(C2=CC=C1N1CCC(CC1)OC1CCC(CC1)CO)=O)C1C(NC(CC1)=O)=O 3-[4-fluoro-5-[4-[4-(hydroxymethyl)cyclohexoxy]-1-piperidyl]-1-oxo-isoindolin-2-yl]piperidine-2,6-dione